(2-ethylhexyl) trimellitat C(C=1C(C(=O)[O-])=CC(C(=O)[O-])=CC1)(=O)OCC(CCCC)CC